NC=1N=NC(=CC1N1CC2CCC(C1)N2C2=NC=C(C=N2)C#CCCCC#CC=2C=C1C3=C(N(C1=CC2)C2C(NC(CC2)=O)=O)N=CC=C3)C3=C(C=CC=C3)OCC3=CC=CC=C3 3-[6-[7-[2-[3-[3-amino-6-(2-benzyloxyphenyl)pyridazin-4-yl]-3,8-diazabicyclo[3.2.1]octan-8-yl]pyrimidin-5-yl]hepta-1,6-diynyl]pyrido[2,3-b]indol-9-yl]piperidine-2,6-dione